CC(CC=O)CCC(CC)C 3,6-dimethyloctanal